2-(3-(2,6-dioxopiperidin-3-yl)-1H-indazol-1-yl)-N-(4-(trifluoromethoxy)phenyl)-acetamide O=C1NC(CCC1C1=NN(C2=CC=CC=C12)CC(=O)NC1=CC=C(C=C1)OC(F)(F)F)=O